C(C)(C)(C)OC(=O)N(C(OC(C)(C)C)=O)C1=C(C(=CC=C1F)N(C)C(C1=C(C=CC(=C1)[N+](=O)[O-])Cl)=O)F tert-Butyl N-tert-butoxycarbonyl-N-[3-[(2-chloro-5-nitro-benzoyl)-methyl-amino]-2,6-difluoro-phenyl]carbamate